FC1=C(C=C(C(=C1)C1=NC=C(N=C1)N(C)[C@@H]1[C@@H]([C@H]2CC[C@@H](C1)N2)F)O)C2=CC(N(C=C2)CF)=O 4-(2-fluoro-4-(5-(((1R,2R,3S,5S)-2-fluoro-8-azabicyclo[3.2.1]octan-3-yl)(methyl)amino)pyrazin-2-yl)-5-hydroxyphenyl)-1-(fluoromethyl)pyridin-2(1H)-one